(1r,3r)-3-((4-methoxy-5-(quinolin-6-yl)pyrrolo[2,1-f][1,2,4]triazin-2-yl)amino)-1-methyl-N-(1-methylcyclobutyl)cyclobutane-1-carboxamide COC1=NC(=NN2C1=C(C=C2)C=2C=C1C=CC=NC1=CC2)NC2CC(C2)(C(=O)NC2(CCC2)C)C